9-[4-(3-methoxyphenoxy)phenyl]-3,4-dihydropyrido[2,1-c][1,2,4]thiadiazine 2,2-dioxide COC=1C=C(OC2=CC=C(C=C2)C2=CC=CN3C2=NS(CC3)(=O)=O)C=CC1